(E)-7-(3-(3-fluorobenzylidene)-2,5-diketopyrrolidinyl)-N-hydroxyheptylamide FC=1C=C(\C=C/2\C(N(C(C2)=O)C(CCCCCC[NH-])O)=O)C=CC1